succinimidyl hexanedioate C(CCCCC(=O)[O-])(=O)ON1C(CCC1=O)=O